3,3'-((2R,3R)-2,3-diisopropyloxybutan-1,4-diyl)bis(1-bromo-2-isopropoxybenzene) C(C)(C)O[C@H](CC=1C(=C(C=CC1)Br)OC(C)C)[C@@H](CC=1C(=C(C=CC1)Br)OC(C)C)OC(C)C